2-phenoxyhexanal O(C1=CC=CC=C1)C(C=O)CCCC